6-amino-2-(ethylsulphonimidoyl)-9-[(4-fluorophenyl)methyl]-N-methyl-8-oxo-N-propyl-purine-7-carboxamide NC1=C2N(C(N(C2=NC(=N1)S(=O)(=N)CC)CC1=CC=C(C=C1)F)=O)C(=O)N(CCC)C